C(C1=CC=CC=C1)OC=1C=CC(=NC1)NCC1=CC(=C(C(=C1)O)N1CC(NS1(=O)=O)=O)F 5-(4-(((5-(benzyloxy)pyridin-2-yl)amino)methyl)-2-fluoro-6-hydroxyphenyl)-1,2,5-thiadiazolidin-3-one 1,1-dioxide